8-(2-ethyl-4-(trifluoromethyl)phenyl)-9-(4-((1-(3-fluoropropyl)azetidin-3-yl)methyl)phenyl)-6,7-dihydro-5H-benzo[7]annulene-3-carboxylic acid C(C)C1=C(C=CC(=C1)C(F)(F)F)C=1CCCC2=C(C1C1=CC=C(C=C1)CC1CN(C1)CCCF)C=CC(=C2)C(=O)O